(2-((2-ethyl-6-(1-(methylsulfonyl)piperidin-4-yl)imidazo[1,2-a]pyridin-3-yl)(methyl)amino)-4-(4-fluorophenyl)thiazol-5-yl)methanol C(C)C=1N=C2N(C=C(C=C2)C2CCN(CC2)S(=O)(=O)C)C1N(C=1SC(=C(N1)C1=CC=C(C=C1)F)CO)C